C(C)(C)(C)C=1C=C(C=C(C1)C)C1=CC=CC=C1 3-(tert-butyl)-5-methyl-[1,1'-biphenyl]